COC(CCC)(O)C methoxy-methyl-1-butanol